3-(piperidin-1-yl)propyl-5H-pyrido[4,3-b]indol-1-amine N1(CCCCC1)CCCC1=CC=2NC=3C=CC=CC3C2C(=N1)N